C(CCCCC)C(C(=O)OCCCCCCN(CCCCCCOC(C(CCCCCCCC)CCCCCC)=O)CCCCO)CCCCCCCC.C(CC)(=O)[O-].[NH4+] ammonium propionat [(4-hydroxybutyl)azanediyl]di(hexane-6,1-diyl) bis(2-hexyldecanoate)